5-Bromo-3-chloro-N-(3-chloro-5-((2-(diethylamino)ethyl)sulfonyl)phenyl)-2-hydroxybenzenesulfonamide BrC=1C=C(C(=C(C1)S(=O)(=O)NC1=CC(=CC(=C1)S(=O)(=O)CCN(CC)CC)Cl)O)Cl